ClC1=C(C(=O)N[C@H](C(=O)O)CC=2C=CC(=C3C=CC=NC23)C2=C(C=C(C=C2C(F)(F)F)F)OC)C(=CC=C1)Cl (S)-2-(2,6-dichlorobenzoylamino)-3-(5-((R)-4-fluoro-2-methoxy-6-(trifluoromethyl)phenyl)quinolin-8-yl)propionic acid